sodium N-(2-hydroxyethyl)-2,4,6-triiodo-5-[2-[2,4,6-triiodo-3-(N-methylacetamido)-5-(methylcarbamoyl)benzamido] acetamido]-isophthalamate OCCNC(C=1C(=C(C(=O)[O-])C(=C(C1I)NC(CNC(C1=C(C(=C(C(=C1I)C(NC)=O)I)N(C(C)=O)C)I)=O)=O)I)I)=O.[Na+]